(S)-1-(4-((4-((2-fluoro-4-((2-(3-fluoropyrrolidin-1-yl)pyridin-4-yl)oxy)phenyl)amino)-7-methoxyquinazolin-6-yl)amino)piperidin-1-yl)prop-2-en-1-one FC1=C(C=CC(=C1)OC1=CC(=NC=C1)N1C[C@H](CC1)F)NC1=NC=NC2=CC(=C(C=C12)NC1CCN(CC1)C(C=C)=O)OC